C(CCCCCCCCCCC)(=O)OCCCC.C(CCCCCCCCCCC)(=O)OCCCC.[Sn] tin dibutyl dilaurate